CC1=C(C(=CC(=C1)C)C)C=1C=C(C=C(C1)C1=C(C=C(C=C1C)C)C)O 3,5-di(2,4,6-trimethylphenyl)phenol